2-(2-ethylphenyl)phenyl methacrylate C(C(=C)C)(=O)OC1=C(C=CC=C1)C1=C(C=CC=C1)CC